C(C)(C)(C)OC(=O)NC1=C(C(=C(C=C1)C(C(=O)O)=O)NCC)OC 2-(4-((Tert-butoxycarbonyl)amino)-2-(ethylamino)-3-methoxyphenyl)-2-oxoacetic acid